C(C)OC(COC1=C(C=C(C=C1)C)CC1=CC=CC=C1)=O.O1C(OCC1)C1=CC=C(C(=O)NN)C=C1 4-(1,3-Dioxolan-2-yl)benzohydrazide ethyl-2-(2-benzyl-4-methylphenoxy)acetate